methyl 3-(N-(5-cyano-2-(piperidin-1-yl) phenyl) sulfamoyl)-4-cyclobutylbenzoate C(#N)C=1C=CC(=C(C1)NS(=O)(=O)C=1C=C(C(=O)OC)C=CC1C1CCC1)N1CCCCC1